(S)-N-((3S,4S)-1-(imidazo[1,5-a]pyridine-8-carbonyl)-4-phenylpiperidin-3-yl)-3,3-dimethyl-2-(methylsulfonamido)butanamide C=1N=CN2C1C(=CC=C2)C(=O)N2C[C@H]([C@@H](CC2)C2=CC=CC=C2)NC([C@H](C(C)(C)C)NS(=O)(=O)C)=O